cis-8-dimethylamino-8-(3-fluorophenyl)-3-[2-(methylsulfonyl-methyl)-phenyl]-1,3-diazaspiro[4.5]decan-2-one CN(C1(CCC2(CN(C(N2)=O)C2=C(C=CC=C2)CS(=O)(=O)C)CC1)C1=CC(=CC=C1)F)C